FC=1C=CC(=C(C1)C1OC1)OC 2-(5-fluoro-2-methoxyphenyl)oxirane